5-(3-ethyl-2-methyl-3H-imidazo[4,5-b]pyridin-5-yl)-N-(cis-4-morpholinocyclohexyl)pyrrolo[2,1-f][1,2,4]triazin-2-amine C(C)N1C(=NC=2C1=NC(=CC2)C=2C=CN1N=C(N=CC12)N[C@@H]1CC[C@@H](CC1)N1CCOCC1)C